homoaspartate N[C@@H](CCC(=O)[O-])C(=O)[O-]